(2,4-di-tert-butylphenyl) 4,4'-biphenyl-diphosphite OP(O)OP(O)O.C(C)(C)(C)C1=C(C=CC(=C1)C(C)(C)C)C1=CC=C(C=C1)C1=CC=CC=C1